4-methyl-3-(1-methyl-6-(pyridin-3-yl)-1H-pyrazolo[3,4-d]pyrimidin-4-ylamino)-N-(3-(trifluoromethyl)phenyl)benzamide CC1=C(C=C(C(=O)NC2=CC(=CC=C2)C(F)(F)F)C=C1)NC1=C2C(=NC(=N1)C=1C=NC=CC1)N(N=C2)C